N1(CCCC2=CN=CC=C12)C(CNC(OC(C)(C)C)=O)=O tert-butyl (2-(3,4-dihydro-1,6-naphthyridin-1(2H)-yl)-2-oxoethyl)carbamate